2-amino-N'-cyclopropyl-3-(fluoromethyl)-N'-(pyrimidin-2-yl)-N-((5-(trifluoromethyl)pyridin-2-yl)methyl)quinoline-6-carbohydrazide NC1=NC2=CC=C(C=C2C=C1CF)C(=O)N(N(C1=NC=CC=N1)C1CC1)CC1=NC=C(C=C1)C(F)(F)F